ethyl 2-(4-(1-(hydroxyimino)ethyl)-7-isopropyl-1-oxopyrrolo[1,2-d][1,2,4]triazin-2(1H)-yl)acetate ON=C(C)C1=NN(C(C=2N1C=C(C2)C(C)C)=O)CC(=O)OCC